(R)-2'-chloro-5'-(difluoromethoxy)-6-methyl-N-(5-((tetrahydrofuran-3-yl)oxy)-1,3,4-thiadiazol-2-yl)-(4,4'-bipyridine)-3-carboxamide ClC1=NC=C(C(=C1)C1=C(C=NC(=C1)C)C(=O)NC=1SC(=NN1)O[C@H]1COCC1)OC(F)F